(3-chloro-5-(trifluoromethyl)pyridin-2-yl)-benzoxazol-2(3H)-one-6-sulfonyl chloride ClC=1C(=NC=C(C1)C(F)(F)F)N1C(OC2=C1C=CC(=C2)S(=O)(=O)Cl)=O